FC=1C(=CC=C2C=C(C=NC12)C)CN1CCN(CC1)C=1C=NC2=C(N=CC=C2C1)NC 8-fluoro-3-methyl-7-((4-(8-(methylamino)-1,7-naphthyridin-3-yl)piperazin-1-yl)methyl)quinolin